BrC=1C(=C(C=CC1)B1OC(C(O1)(C)C)(C)C)Cl 2-(3-bromo-2-chloro-phenyl)-4,4,5,5-tetramethyl-[1,3,2]dioxaborolane